OC(C(=O)[O-])C(C(=O)[O-])O 2,3-dihydroxysuccinate